acrylamide, [3-(methacrylamido)propyl]trimethylammonium salt C(C(=C)C)(=O)NCCC[N+](C)(C)C.C(C=C)(=O)[NH-]